Cl.FC=1C(=NC(=NC1)NC1=CC=C(C=N1)C1=NC=C(C=C1)C(=O)NO)C=1C=C(C2=C(N(C(=N2)C)C(C)C)C1)F 6'-((5-fluoro-4-(4-fluoro-1-isopropyl-2-methyl-1H-benzo[d]imidazol-6-yl)pyrimidin-2-yl)amino)-N-hydroxy-[2,3'-bipyridine]-5-carboxamide hydrochloride